piperidin-4-yl-piperazine-1-carboxylic acid tert-butyl ester C(C)(C)(C)OC(=O)N1C(CNCC1)C1CCNCC1